OC(CCC(=O)O)C=1C=NC=CC1 4-hydroxy-4-(3-pyridyl)-butanoic acid